C1(CC1)CN1C2=C(C=C1CO)C=C(S2)C (6-(cyclopropylmethyl)-2-methyl-6H-thieno[2,3-b]pyrrol-5-yl)methanol